acryloxyoctyldimethylethoxysilane C(C=C)(=O)OCCCCCCCC[Si](OCC)(C)C